C[C@@H]1NCCC2(C1)OCCC1=C2SC(=C1C(=O)OC)C(F)(F)F methyl (2'S)-2'-methyl-2-(trifluoromethyl)spiro[4,5-dihydrothieno[2,3-c]pyran-7,4'-piperidine]-3-carboxylate